(4-(5-chlorooxazolo[4,5-b]pyridin-2-yl)piperazin-1-yl)(4-ethynyl-3-methoxyphenyl)methan ClC1=CC=C2C(=N1)N=C(O2)N2CCN(CC2)CC2=CC(=C(C=C2)C#C)OC